tert-butyl (3-(7-(2-methyl-[1,1'-biphenyl]-3-yl)imidazo[1,2-a]pyridin-3-yl)prop-2-yn-1-yl)-D-prolinate CC1=C(C=CC=C1C1=CC=2N(C=C1)C(=CN2)C#CCN2[C@H](CCC2)C(=O)OC(C)(C)C)C2=CC=CC=C2